COC1=CC=C(C=C1)C(OC[C@@]1(COC[C@@H](O1)N1C2=NC=NC(=C2N=C1)NC(C1=CC=CC=C1)=O)CO)(C1=CC=CC=C1)C1=CC=C(C=C1)OC N-[9-[(2R,6S)-6-[[bis(4-methoxyphenyl)-phenyl-methoxy]methyl]-6-(hydroxymethyl)-1,4-dioxan-2-yl]purin-6-yl]benzamide